(E)-(3-(1-(3-chlorophenyl)-3-(4-hydroxyphenyl)-1H-pyrazol-4-yl)acryloyl)-L-tryptophan ClC=1C=C(C=CC1)N1N=C(C(=C1)/C=C/C(=O)N[C@@H](CC1=CNC2=CC=CC=C12)C(=O)O)C1=CC=C(C=C1)O